2'-(3,4-difluorophenyl)-6,6'-difluoro-2,4'-biquinoline-4-carboxylic acid FC=1C=C(C=CC1F)C1=NC2=CC=C(C=C2C(=C1)C1=NC2=CC=C(C=C2C(=C1)C(=O)O)F)F